[C-]1(C=CC=C1)C1=C(O)C=CC(=C1)O.[CH-]1C=CC=C1.[Fe+2] ferrocenyl-hydroquinone